C(C)C1=CC=CC=2COB(C21)O 7-ethyl-1-hydroxy-3H-2,1-benzoxaborole